(Tert-butyl)-1-(3-methoxy-4-nitrophenyl)-1H-pyrazol-5-amine C(C)(C)(C)C1=NN(C(=C1)N)C1=CC(=C(C=C1)[N+](=O)[O-])OC